C(C1=CC=CC=C1)OC=1C=CC=C2C(=C(N(C12)C1=CC=C(C(=O)OC(C)(C)C)C=C1)C1CCOCC1)I tert-butyl 4-(7-benzyloxy-3-iodo-2-tetrahydropyran-4-yl-indol-1-yl)benzoate